NC=1C(=C(C(=O)OC)C=CN1)C methyl 2-amino-3-methylisonicotinate